3-isopropyl-7-(2,3,5-trifluorophenyl)thieno[2,3-c]pyridine-2-carboxylic acid ethyl ester C(C)OC(=O)C1=C(C=2C(=C(N=CC2)C2=C(C(=CC(=C2)F)F)F)S1)C(C)C